CC(CC)OC(=O)N1C(CCCC1)CCO 1-(1-Methylpropoxycarbonyl)-2-(2-hydroxyethyl)piperidin